NC=1C=2N(C3=CC(=C(C=C3N1)F)C(=O)N1[C@@H]3[C@H](OCC1)CC=1C=C(C=CC13)C=1C=NN(C1)C(F)F)C=NC2 (4-amino-7-fluoroimidazo[1,5-a]quinoxalin-8-yl)((4aS,9aR)-7-(1-(difluoromethyl)-1H-pyrazol-4-yl)-2,3,9,9a-tetrahydroindeno[2,1-b][1,4]oxazin-4(4aH)-yl)methanone